BrC=1C=NC=2CCN(C(C2C1)=O)CC1=C(C=CC(=C1)C=1C=NN(C1)C)F 3-bromo-6-(2-fluoro-5-(1-methyl-1H-pyrazol-4-yl)benzyl)-7,8-dihydro-1,6-naphthyridin-5(6H)-one